N-hexadecyl-N-(3-sulfonatopropyl)piperidinium C(CCCCCCCCCCCCCCC)[N+]1(CCCCC1)CCCS(=O)(=O)[O-]